NC=1C(=NC(=C(N1)N)Cl)C(=O)NC(NCCCCC1=CC=C(C=C1)C1=CC=C(C=C1)CCC(=O)N[C@H](C(=O)OC)CC1CCNCC1)=N methyl (S)-2-(3-(4'-(4-(3-(3,5-diamino-6-chloropyrazine-2-carbonyl) guanidino)butyl)-[1,1'-biphenyl]-4-yl)propanamido)-3-(piperidin-4-yl)propanoate